2-methyl-5-phenethyl-7-(p-tolyl)thiazolo[4,5-d]pyridazin-4(5H)-one CC=1SC2=C(C(N(N=C2C2=CC=C(C=C2)C)CCC2=CC=CC=C2)=O)N1